C1(=C(C=CC=C1)N(C1=CC=C2C=CC=3C(=CC=C4C=CC1=C2C34)N(C3=CC=C(C=C3)C3=CC=CC=C3)C3=C(C=CC=C3)C3=CC=CC=C3)C3=CC=C(C=C3)C3=CC=CC=C3)C3=CC=CC=C3 N1,N6-di([1,1'-biphenyl]-2-yl)-N1,N6-di([1,1'-biphenyl]-4-yl)pyrene-1,6-diamine